N-((1s,3s)-3-(6-((4-(4-((1-(2-(2,6-dioxopiperidin-3-yl)-1,3-dioxoisoindolin-5-yl)piperidin-4-yl)methyl)piperazin-1-yl)phenyl)amino)-9H-purin-9-yl)cyclobutyl)-6-methylpicolinamide O=C1NC(CC[C@@H]1N1C(C2=CC=C(C=C2C1=O)N1CCC(CC1)CN1CCN(CC1)C1=CC=C(C=C1)NC1=C2N=CN(C2=NC=N1)C1CC(C1)NC(C1=NC(=CC=C1)C)=O)=O)=O